5-chloro-2-[[(1R)-2,2-difluorocyclopropanecarbonyl]amino]-N-[(1S)-4,4-difluoro-1-[2-(methylamino)-2-oxo-acetyl]pentyl]benzamide ClC=1C=CC(=C(C(=O)N[C@@H](CCC(C)(F)F)C(C(=O)NC)=O)C1)NC(=O)[C@@H]1C(C1)(F)F